dimethyl-bis(1,1-dimethyl-propynyloxy)silane C[Si](OC(C#C)(C)C)(OC(C#C)(C)C)C